3-amino-6-chloroimidazo[1,2-B]pyridazine NC1=CN=C2N1N=C(C=C2)Cl